Tert-Butyl 4-(6-((5-fluoro-4-(8-fluoro-2-methyl-4-(prop-1-en-2-yl)quinolin-6-yl)pyrimidin-2-yl)amino)pyridin-3-yl)piperazine-1-carboxylate FC=1C(=NC(=NC1)NC1=CC=C(C=N1)N1CCN(CC1)C(=O)OC(C)(C)C)C=1C=C2C(=CC(=NC2=C(C1)F)C)C(=C)C